(S)-benzyl 4-(2-(2-(methoxymethoxy)phenyl)-6a,7,9,10-tetrahydro-5H-pyrazino[1',2':4,5]pyrazino[2,3-c]pyridazin-8(6H)-yl)piperidine-1-carboxylate COCOC1=C(C=CC=C1)C=1C=C2C(=NN1)NC[C@@H]1N2CCN(C1)C1CCN(CC1)C(=O)OCC1=CC=CC=C1